NC1=NC=CC=C1C1=NC=2C(=NC(=CC2)C2=CC=CC=C2)N1C=1C=CC(=NC1)C(=O)N1CCC(CC1)C(=O)OC methyl 1-(5-(2-(2-aminopyridin-3-yl)-5-phenyl-3H-imidazo[4,5-b]pyridin-3-yl)picolinoyl)piperidine-4-carboxylate